1-[(4-Methoxyphenyl)methyl]-4-[(5-nitrofuran-2-yl)methyl]piperazine COC1=CC=C(C=C1)CN1CCN(CC1)CC=1OC(=CC1)[N+](=O)[O-]